2-((2-Methyl-6-(trifluoromethyl)pyridin-3-yl)sulfonyl)-N-(tetrahydro-2H-pyran-4-yl)-2-azaspiro[3.3]heptan-6-amine CC1=NC(=CC=C1S(=O)(=O)N1CC2(C1)CC(C2)NC2CCOCC2)C(F)(F)F